(Z)-docosa-13-ene CCCCCCCCCCCC\C=C/CCCCCCCC